4-methyl-2,4-dihydro-5H-pyrazolo[4,3-b]pyridin-5-one CN1C=2C(C=CC1=O)=NNC2